di-(2-ethylhexyl)azelate C(C)C(COC(CCCCCCCC(=O)OCC(CCCC)CC)=O)CCCC